(4S,5S)-3-(1H-benzo[d]imidazol-6-yl)-5-methyl-4-phenyloxazolidin-2-one N1C=NC2=C1C=C(C=C2)N2C(O[C@H]([C@@H]2C2=CC=CC=C2)C)=O